C(C(C)C)N1CCN2CCN(P1N(CC2)CC(C)C)CC(C)C 4,6,11-triisobutyl-1,4,6,11-tetraza-5-phosphabicyclo[3.3.3]undecane